NC1(NC(=CC(=N1)O)C1=C(C=CC(=C1)Cl)F)C 2-amino-6-(5-chloro-2-fluorophenyl)-2-methylpyrimidin-4-ol